(6E)-2,6-dimethyl-8-(3-methyl-2-furyl)-2,6-octadienoic acid CC(C(=O)O)=CCC\C(=C\CC=1OC=CC1C)\C